menthyl carbazate C(NN)(=O)OC1CC(CCC1C(C)C)C